3-chloro-6-(((cyclopentylmethyl)amino)methyl)-N-(3-((1s,3s)-3-methyl-1-(4-methyl-4H-1,2,4-triazol-3-yl)cyclobutyl)phenyl)imidazo[1,2-a]pyridine-8-carboxamide ClC1=CN=C2N1C=C(C=C2C(=O)NC2=CC(=CC=C2)C2(CC(C2)C)C2=NN=CN2C)CNCC2CCCC2